4-(2-fluorophenyl)-7-(1-methyl-L-prolyl)-2-(2-(2-propenoyl)-2,6-diazaspiro[3.4]octan-6-yl)-5,6,7,8-tetrahydro-1,7-naphthyridine-3-carbonitrile FC1=C(C=CC=C1)C1=C(C(=NC=2CN(CCC12)C([C@H]1N(CCC1)C)=O)N1CC2(CN(C2)C(C=C)=O)CC1)C#N